FC1=NC(=CC=C1N1CCN(CC1)CC=1C(=C2NC(C=3N(C2=CC1)N=CC3)=O)C)C(NC)=O 7-((4-(2-fluoro-6-(methylcarbamoyl)pyridin-3-yl)piperazin-1-yl)methyl)-6-methylpyrazolo[1,5-a]quinoxalin-4(5H)-one